ClC1=CC=2C3=C(C=NC2C=C1)N=C(N3[C@H]3C[C@H](OCC3)C)C(C=3N=CC(=NC3)CO)([2H])[2H] [5-({8-Chloro-1-[(2R,4R)-2-methyltetrahydro-2H-pyran-4-yl]-1H-imidazo[4,5-c]chinolin-2-yl}(2H2)methyl)pyrazin-2-yl]methanol